[(5-chloro-6-methylpyridin-3-yl)methyl]({2-[(9R)-9-(pyridin-2-yl)-6-oxaspiro[4.5]decan-9-yl]ethyl})amine ClC=1C=C(C=NC1C)CNCC[C@]1(CCOC2(CCCC2)C1)C1=NC=CC=C1